Ethyl (2-hydroxyethyl)glycinate OCCNCC(=O)OCC